1,3-Bis(4-aminophenyl)propane Ethyl-(Z)-N-benzoyl-3-bromobenzimidate C(C)O\C(\C1=CC(=CC=C1)Br)=N/C(C1=CC=CC=C1)=O.NC1=CC=C(C=C1)CCCC1=CC=C(C=C1)N